2-(((1r,4r)-4-(((4-methoxy-phenyl)(phenyl)carbamoyl-oxy)methyl)cyclohexyl)methoxy)acetic acid COC1=CC=C(C=C1)N(C(=O)OCC1CCC(CC1)COCC(=O)O)C1=CC=CC=C1